C(N)(=O)C1(CC1)N1N=C(N=C1)C=1C(=NC=CN1)C(C)NC(C1=CC(=CC(=C1)C(F)(F)F)C(F)(F)F)=O N-[1-[3-[1-(1-carbamoylcyclopropyl)-1,2,4-triazol-3-yl]pyrazin-2-yl]ethyl]-3,5-bis(trifluoromethyl)benzamide